4-((S)-1-(5-azaspiro[2.4]heptan-5-yl)ethyl)-6-cyclopropyl-N-(3-(3-((S)-fluoro(4-methyl-4H-1,2,4-triazol-3-yl)methyl)oxetan-3-yl)phenyl)picolinamide C1CC12CN(CC2)[C@@H](C)C2=CC(=NC(=C2)C2CC2)C(=O)NC2=CC(=CC=C2)C2(COC2)[C@@H](C2=NN=CN2C)F